C(C)(C)(C)OC=1C=CC(=C(C(=O)C2=CC=C(C(=O)N[C@H]3[C@@H](CNC3)NC(C3=CC=NC=C3)=O)C=C2)C1)O N-((3R,4R)-4-(4-(5-(tert-butoxy)-2-hydroxybenzoyl)benzamido)pyrrolidin-3-yl)isonicotinamide